FC([C@@H](C)N1N=C(C(=C1)NC=O)OC1COC1)F |r| racemic-N-[1-[2,2-difluoro-1-methylethyl]-3-(oxetan-3-yloxy)pyrazol-4-yl]formamide